N1N=CC(=C1)C=1C=C2C=CN=C(C2=CC1)N(C(C1=CC=C(C=C1)C=1N=NN(N1)C)=O)[C@H]1CN(CCC1)C(=O)OC(C)(C)C tert-butyl (R)-3-(N-(6-(1H-pyrazol-4-yl)isoquinolin-1-yl)-4-(2-methyl-2H-tetrazol-5-yl)benzamido)piperidine-1-carboxylate